2-(6-bromo-5-nitropyridin-2-yl)-6-methoxy-2-azaspiro[3.3]heptane BrC1=C(C=CC(=N1)N1CC2(C1)CC(C2)OC)[N+](=O)[O-]